NC1=NC(N(C=C1)[C@@H]1O[C@]([C@H]([C@@H]1C#C)O)(C)CO)=O 4-amino-1-((2R,3S,4S,5R)-3-ethynyl-4-hydroxy-5-(hydroxymethyl)-5-methyl-tetrahydrofuran-2-yl)pyrimidin-2(1H)-one